C(C)C(COC=1C=C2C=CC(=CC2=CC1)C(=O)[O-])=C=CC1=CC=CC=C1 6-((2-ethyl-4-phenylbut-2,3-dien-1-yl) oxy)-2-naphthoate